3-(5-methyl-2-thienyl)isoxazolidine-2-carboxylic acid tert-butyl ester C(C)(C)(C)OC(=O)N1OCCC1C=1SC(=CC1)C